NC1=NC2=C(C=C(C=C2C=N1)C1=CC=C(C=C1)OC1=NC=CC(=C1)C1CC1)C1CN(CC1)C(C=C)=O 1-(3-(2-amino-6-(4-((4-cyclopropylpyridin-2-yl)oxy)phenyl)quinazolin-8-yl)pyrrolidin-1-yl)prop-2-en-1-one